3-(4-(2,6-dimethylpiperazin-1-yl)-6,7-difluoro-1-oxoisoindolin-2-yl)piperidine-2,6-dione CC1N(C(CNC1)C)C1=C2CN(C(C2=C(C(=C1)F)F)=O)C1C(NC(CC1)=O)=O